C(C1CO1)OC(CC)[Si](OC)(OC)OC α-glycidoxypropyltriMethoxysilane